N-Phenylethyl-1,3-bis(aminomethyl)benzol C1(=CC=CC=C1)CCNCC1=CC(=CC=C1)CN